[Si](C)(C)(C(C)(C)C)OC(C(=O)O)CC ((tert-butyldimethylsilyl)oxy)butanoic acid